ClC1=C(C=CC(=C1)NCC1=CC=C(C=C1)Cl)C=1C(=C(C(=O)N)C=CC1)O (2-chloro-4-((4-chlorobenzyl)amino)phenyl)-2-hydroxybenzamide